OC[C@@H](C)S(=O)(=O)NC1=CC(=C(C(=O)NC2=NC(=NC(=C2)C)N2C[C@H](OCC2)C)C=C1)N1CCC2(CC2)CC1 4-(((R)-2-Hydroxy-1-methylethyl)sulfonamido)-N-(6-methyl-2-((R)-2-methylmorpholino)pyrimidin-4-yl)-2-(6-azaspiro[2.5]octan-6-yl)benzamide